ε-arginyl-lysine-N-lauryl-N-myristyl-amide trihydrochloride Cl.Cl.Cl.C(CCCCCCCCCCC)N(C([C@@H](N)CCCC(N)C([C@@H](N)CCCNC(N)=N)=O)=O)CCCCCCCCCCCCCC